S1C(=NC=C1)C1=CC=C(C=2N=C(OC21)N2CC1N(C(C2)C1)C(=O)OC(C)(C)C)C(C(F)(F)F)(C)OC tert-Butyl 3-(7-(thiazol-2-yl)-4-(1,1,1-trifluoro-2-methoxypropan-2-yl)benzo[d]oxazol-2-yl)-3,6-diazabicyclo[3.1.1]heptane-6-carboxylate